C1(CCCCCC1)N(C(=O)Cl)C cycloheptyl(methyl)carbamic chloride